N-[5-(p-Chlorophenyl)-6-(1-{[p-(trifluoromethyl)phenyl]methyl}-1H-pyrazol-4-yl)-4-pyrimidinyl]acetamide ClC1=CC=C(C=C1)C=1C(=NC=NC1C=1C=NN(C1)CC1=CC=C(C=C1)C(F)(F)F)NC(C)=O